[Pb].[Cd].[As] arsenic-cadmium-lead